O=C1NC(CCC1N1CC2=CC=C(C=C2C1=O)CNC(OC1CC(C1)C1=C(C=CC=C1F)F)=O)=O 3-(2,6-difluorophenyl)cyclobutyl ((2-(2,6-dioxopiperidin-3-yl)-3-oxoisoindolin-5-yl)methyl)carbamate